Racemic-N-[4-(3-anilino-5-methyl-4-oxo-4,5,6,7-tetrahydro-1H-pyrrolo[3,2-c]pyridin-2-yl)pyridin-2-yl]-2-(4-fluorophenyl)-3-hydroxypropanamide N(C1=CC=CC=C1)C1=C(NC2=C1C(N(CC2)C)=O)C2=CC(=NC=C2)NC([C@@H](CO)C2=CC=C(C=C2)F)=O |r|